CN1C(NC2=C1C=CC(=C2)NC2=CC=C(C=C2)N2CCC(CC2)C(F)(F)F)=O 1-methyl-5-((4-(4-(trifluoromethyl)piperidin-1-yl)phenyl)amino)-1,3-dihydro-2H-benzo[d]imidazol-2-one